ClC=1C=NN(C(C1)=O)[C@@H](C(=O)NC1=CC(=C(C=C1)C)S(NCCC1=NC=CC=C1)(=O)=O)C (2R)-2-(4-chloro-6-oxo-pyridazin-1-yl)-N-[4-methyl-3-[2-(2-pyridyl)ethylsulfamoyl]phenyl]propanamide